C(CCC)C=1NC(=CN1)CO 2-butyl-5-hydroxymethylimidazole